C12CN(CC(N1)C2)C2=CC=C(C=N2)C=2C=1N(C=C(C2)Br)N=CC1C#N 4-(6-(3,6-diazabicyclo[3.1.1]heptan-3-yl)pyridin-3-yl)-6-bromopyrazolo[1,5-a]pyridine-3-Formonitrile